3-[1-(4-tert-butylbenzyl)-6-cyano-1H-indole-3-carboxamido]benzoic acid C(C)(C)(C)C1=CC=C(CN2C=C(C3=CC=C(C=C23)C#N)C(=O)NC=2C=C(C(=O)O)C=CC2)C=C1